C(C)N(CCCN1C(=CN2C1SC1=C2C=CC=C1)C1=CC(=CC=C1)N1CCCC1)CC N-(3-(diethylamino)propyl)-2-(3-(pyrrolidin-1-yl)phenyl)benzo[d]imidazo[2,1-b]thiazole